O=C1NC(CCC1N1C(C2=CC=C(C=C2C1)CNC(=O)C1=CN=NC2=CC=CC=C12)=O)=O N-((2-(2,6-Dioxopiperidin-3-yl)-1-oxoisoindolin-5-yl)methyl)cinnoline-4-carboxamide